C(C[2H])(=O)N[C@H]1C(O)O[C@@H]([C@H]([C@@H]1O)O)C(O)[3H] N-acetyl-d-[6-3H]glucosamine